CN1C=NC(=C1OC=1C=CC2=C(C(=C(O2)C2=CC=CC=C2)C(=O)OCC)C1)[N+](=O)[O-] 5-[(1-methyl-4-nitro-1H-imidazol-5-yl)oxy]-2-phenyl-3-benzofurancarboxylic acid, ethyl ester